benzyl (9-fluoro-2-oxo-5-phenyl-2,3-dihydro-1H-benzo[e][1,4]diazepin-3-yl)carbamate FC1=CC=CC2=C1NC(C(N=C2C2=CC=CC=C2)NC(OCC2=CC=CC=C2)=O)=O